isopropyl 2-chloro-4-(3,3-difluoro-5'-methylspiro(cyclobutane-1,3'-pyrrolo[3,2-b]pyridin)-1'(2'H)-yl)pyrimidine-5-carboxylate ClC1=NC=C(C(=N1)N1CC2(C3=NC(=CC=C31)C)CC(C2)(F)F)C(=O)OC(C)C